ClC=1C(=C(C=C(C1)OCOC)C1=C(C=C2C(=NC(=NC2=C1F)OCC12CCCN2CCC1)N1CCOCC(C1)(O)C)F)C1CC1 4-(7-(3-chloro-2-cyclopropyl-5-(methoxymethoxy)phenyl)-6,8-difluoro-2-((tetrahydro-1H-pyrrolizin-7a(5H)-yl)methoxy)quinazolin-4-yl)-6-methyl-1,4-oxazepan-6-ol